tert-butyl N-[2-hydroxy-3-(2-prop-2-ynoxyethoxy)propyl]carbamate OC(CNC(OC(C)(C)C)=O)COCCOCC#C